FC1=CC=C(C(=N1)C)C(=O)O 6-Fluoro-2-methyl-pyridine-3-carboxylic acid